2-((3-cyano-4,6-bis(trifluoromethyl)pyridin-2-yl)amino)-N-cyclopropyl-N-(4-fluorophenyl)acetamide C(#N)C=1C(=NC(=CC1C(F)(F)F)C(F)(F)F)NCC(=O)N(C1=CC=C(C=C1)F)C1CC1